ClC1=CC(=C(N)C=C1C1CC1)F 4-chloro-5-cyclopropyl-2-fluoroaniline